((3S,5R)-3-((4-methoxyphenyl)diphenylmethoxy)-5-(4-(((4-methoxyphenyl)diphenylmethyl)amino)pyrrolo[2,1-f][1,2,4]triazin-7-yl)tetrahydrofuran-2,2-diyl)dimethanol COC1=CC=C(C=C1)C(O[C@@H]1C(O[C@H](C1)C1=CC=C2C(=NC=NN21)NC(C2=CC=CC=C2)(C2=CC=CC=C2)C2=CC=C(C=C2)OC)(CO)CO)(C2=CC=CC=C2)C2=CC=CC=C2